FC1=CC=C(C=C1)C1=CC=C(S1)C1(CC1)C(=O)N1CCN(CC1)C (1-(5-(4-fluorophenyl)thiophen-2-yl)cyclopropyl)(4-methylpiperazin-1-yl)methanone